1-(4-(3-(4-chlorophenoxy)benzyl)piperazine-1-carbonyl)-1H-pyrazole-3-carboxylic acid ClC1=CC=C(OC=2C=C(CN3CCN(CC3)C(=O)N3N=C(C=C3)C(=O)O)C=CC2)C=C1